FC1([C@H](C12CCN(CC2)S(=O)(=O)N)C2=NOC(=N2)C2=CC(=NN2C)C(F)(F)F)F (2R)-1,1-difluoro-2-{5-[1-methyl-3-(trifluoromethyl)-1H-pyrazol-5-yl]-1,2,4-oxadiazol-3-yl}-6-azaspiro[2.5]octane-6-sulfonamide